(1R,4R)-N,N,N-trimethyl-4-(4-octylphenyl)cyclohexanaminium iodide [I-].C[N+](C1CCC(CC1)C1=CC=C(C=C1)CCCCCCCC)(C)C